C(C1=CC=CC=C1)OC(=O)NC12CC(C1)(C2)C(=O)O 3-(Benzyloxycarbonylamino)bicyclo[1.1.1]pentane-1-carboxylic Acid